O1CCN(CC1)C1=CC=C(C=C1)C=1C(=NC=CC1)N (4-morpholinophenyl)pyridin-2-amine